N-(4-((2S,4S)-4-Amino-2-(hydroxymethyl)pyrrolidin-1-yl)-2-isopropylbenzo[d]thiazol-5-yl)-2-(2-fluoro-6-methoxyphenyl)pyrimidine-4-carboxamide N[C@H]1C[C@H](N(C1)C1=C(C=CC2=C1N=C(S2)C(C)C)NC(=O)C2=NC(=NC=C2)C2=C(C=CC=C2OC)F)CO